O[C@@H]1[C@H](CN(C1)C)COC1=C(N(N=C1)C)C1=CC=2N(C=C1)N=C(C2)NC(=O)C2CC2 N-[5-[4-[[(3R,4R)-4-hydroxy-1-methyl-pyrrolidin-3-yl]methoxy]-2-methyl-pyrazol-3-yl]pyrazolo[1,5-a]pyridin-2-yl]cyclopropanecarboxamide